triphenyl-(m-benzoylphenyl)phosphonium C1(=CC=CC=C1)[P+](C1=CC(=CC=C1)C(C1=CC=CC=C1)=O)(C1=CC=CC=C1)C1=CC=CC=C1